N-(1-(naphthalen-2-yl)-3-(4,4,5,5-tetramethyl-1,3,2-dioxaborolan-2-yl)propyl)pivaloamide C1=C(C=CC2=CC=CC=C12)C(CCB1OC(C(O1)(C)C)(C)C)NC(C(C)(C)C)=O